N-[5-benzyloxy-2-(4-fluorobenzoyl)phenyl]-2-tetrahydropyran-4-yl-acetamide C(C1=CC=CC=C1)OC=1C=CC(=C(C1)NC(CC1CCOCC1)=O)C(C1=CC=C(C=C1)F)=O